OC(CC)C=1N(C(=NN1)C(=O)OCC)COCC[Si](C)(C)C ethyl 5-(1-hydroxypropyl)-4-((2-(trimethylsilyl)ethoxy)methyl)-4H-1,2,4-triazole-3-carboxylate